(2-(4-(4-Chloro-2-(4-methyl-4H-1,2,4-triazol-3-yl)phenyl)pyridin-2-yl)-7-(trifluoromethyl)benzo[d]oxazol-5-yl)methanol ClC1=CC(=C(C=C1)C1=CC(=NC=C1)C=1OC2=C(N1)C=C(C=C2C(F)(F)F)CO)C2=NN=CN2C